NC=1C2=C(N=CN1)N(C=C2C(=O)NC2=CC=C(C=C2)COC)C(C)(C)C=2SC=CC2 4-amino-N-(4-(methoxymethyl)phenyl)-7-(2-(thien-2-yl)propan-2-yl)-7H-pyrrolo[2,3-d]pyrimidine-5-carboxamide